FC1=CC=C(C=C1)C=1C(C(=CN(C1C)CC(F)(F)F)C(=O)N)=O 5-(4-fluorophenyl)-6-methyl-4-oxo-1-(2,2,2-trifluoroethyl)pyridine-3-carboxamide